((5-nitro-1-(benzenesulfonyl)-1H-pyrazolo[3,4-b]pyridin-4-yl)amino)pyrrolidin [N+](=O)([O-])C=1C(=C2C(=NC1)N(N=C2)S(=O)(=O)C2=CC=CC=C2)NN2CCCC2